S1C(SCCC1)C(C(=CC1=CC=C(C=C1)OC)C=1C=CC=2N(C3=CC=CC=C3C2C1)C1=CC=CC=C1)=O 1-(1,3-Dithian-2-yl)-3-(4-methoxyphenyl)-2-(9-phenyl-9H-carbazol-3-yl)prop-2-en-1-one